FC(F)(F)C1N(C1)N1CC1 Trifluoromethyl-biaziridine